FC=1C(=CC2=C(N=C(S2)C=2C=C(C=C3N=C(C=NC23)OC)CO)C1)OC (8-(5-fluoro-6-methoxybenzo[d]thiazol-2-yl)-3-methoxyquinoxalin-6-yl)methanol